(S)-1-(4-(((6-(2-chloro-3-(3-chloro-2-(4-((3-hydroxypiperidin-1-yl)methyl)-3-methoxyphenyl)pyridin-4-yl)phenyl)-2-methoxypyridin-3-yl)methyl)amino)piperidin-1-yl)ethan-1-one ClC1=C(C=CC=C1C1=C(C(=NC=C1)C1=CC(=C(C=C1)CN1C[C@H](CCC1)O)OC)Cl)C1=CC=C(C(=N1)OC)CNC1CCN(CC1)C(C)=O